C(=C)SC1=C(C(=C(C(=C1F)F)F)F)F perfluorophenyl vinyl sulfide